(4-(methylsulfonyl)piperidin-4-yl)methanol hydrochloride Cl.CS(=O)(=O)C1(CCNCC1)CO